(R)-2-(((3R,4S,6R)-4-amino-6-((S)-1-(4-fluorophenyl)-1,2,3,4-tetrahydroisoquinoline-2-carbonyl)tetrahydro-2H-pyran-3-yl)oxy)-3,3,3-trifluoropropyl methanesulfonate CS(=O)(=O)OC[C@H](C(F)(F)F)O[C@H]1CO[C@H](C[C@@H]1N)C(=O)N1[C@H](C2=CC=CC=C2CC1)C1=CC=C(C=C1)F